tert-butyl N-[(5S,8S,10aR)-8-{[(1S)-3-carbamoyl-1-{[(4-isopropylphenyl)methyl]carbamoyl}propyl]carbamoyl}-6-oxo-octahydro-1H-pyrrolo[1,2-a][1,5]diazocin-5-yl]carbamate C(N)(=O)CC[C@@H](C(NCC1=CC=C(C=C1)C(C)C)=O)NC(=O)[C@@H]1CC[C@H]2N1C([C@H](CNCC2)NC(OC(C)(C)C)=O)=O